dioctadecyl-dimethyl-ammonium bromide [Br-].C(CCCCCCCCCCCCCCCCC)[N+](C)(C)CCCCCCCCCCCCCCCCCC